2-[(2R,3S,4R,5R)-3,4-dihydroxy-5-[2-(2-methylpropanoylamino)-6-oxo-1H-purin-9-yl]tetrahydrofuran-2-yl]acetic acid O[C@@H]1[C@H](O[C@H]([C@@H]1O)N1C=2N=C(NC(C2N=C1)=O)NC(C(C)C)=O)CC(=O)O